Cl.BrC=1C=C(C(=C(C1)NN)F)F 5-bromo-2,3-difluorophenylhydrazine hydrochloride